5-Bromo-2-[[4-[1-methyl-4-(4-pyridyl)pyrazol-3-yl]phenoxy]methyl]quinoline-3-carboxylic acid BrC1=C2C=C(C(=NC2=CC=C1)COC1=CC=C(C=C1)C1=NN(C=C1C1=CC=NC=C1)C)C(=O)O